FC1=CC=C(C=C1)N1C(N(C=C(C1=O)C(=O)N)C(C)C)=O 3-(4-fluorophenyl)-2,4-dioxo-1-propan-2-ylpyrimidine-5-carboxamide